C(CCC=C)OCC1=CC=CC=C1 ((4-Penten-1-yloxy)methyl)benzene